2-(5-amino-2-(furan-2-yl)-7H-pyrazolo[4,3-e][1,2,4]triazolo[1,5-c]pyrimidin-7-yl)-2-phenyl-N-((R)-tetrahydro-2H-pyran-3-yl)propanamide NC1=NC2=C(C=3N1N=C(N3)C=3OC=CC3)C=NN2C(C(=O)N[C@H]2COCCC2)(C)C2=CC=CC=C2